COC=1C(=CC(=C(C1)NCCO)NC1=NC=CC=C1)NC1=NC=CC(=N1)C1=CN(C2=NC=CC=C21)C 2-((5-methoxy-4-((4-(1-methyl-1H-pyrrolo[2,3-b]pyridin-3-yl)pyrimidin-2-yl)amino)-2-(pyridin-2-ylamino)phenyl)amino)ethan-1-ol